NC1=NC2=CC=CC=C2C(=N1)N 2,4-Diaminoquinazoline